N-((5-cyclohexyl-5,6,7,8-tetrahydro-4H-pyrazolo[1,5-a][1,4]diazepin-2-yl)methyl)-1H-indole-5-carboxamide C1(CCCCC1)N1CC=2N(CCC1)N=C(C2)CNC(=O)C=2C=C1C=CNC1=CC2